N-[3-(2-amino-1H-imidazol-4-yl)-2-propenyl]-4,5-dibromo-1H-pyrrole-2-carboxamide NC=1NC=C(N1)C=CCNC(=O)C=1NC(=C(C1)Br)Br